CC1=C(C=C(C=C1)CN1CCN(CC1)C)NC(C1=CC=C(C=C1)NC1=NC=C(C(=N1)C1=CC=C(C=C1)OC(F)(F)F)SC)=O N-[2-Methyl-5-(4-methyl-piperazin-1-ylmethyl)-phenyl]-4-[5-methylsulfanyl-4-(4-trifluoromethoxy-phenyl)-pyrimidin-2-ylamino]-benzamide